C(C)(C)(C)SN S-t-butylsulfenamide